8-benzyl-8-azabicyclo[3.2.1]octan-6-ol C(C1=CC=CC=C1)N1C2CCCC1C(C2)O